5-((1-(2-bromobenzyl)-4-hydroxypiperidin-4-yl)methyl)-1-(4-fluorophenyl)-1,5-dihydro-4H-pyrazolo[3,4-d]pyrimidin-4-one BrC1=C(CN2CCC(CC2)(O)CN2C=NC3=C(C2=O)C=NN3C3=CC=C(C=C3)F)C=CC=C1